COC=1C=C(N)C=CC1C=1C=C2C(=NC1)NC=C2 3-methoxy-4-(1H-pyrrolo[2,3-b]pyridin-5-yl)aniline